N-(4-(piperidin-4-yl)naphthalen-1-yl)tetrahydro-2H-pyran-4-amine N1CCC(CC1)C1=CC=C(C2=CC=CC=C12)NC1CCOCC1